BrC1=C2C=CN(C2=CC=C1)C1=NC(=CC=C1)[N+](=O)[O-] 4-bromo-1-(6-nitropyridin-2-yl)-1H-indole